CN[C@H](C(=O)O)CC1=CC=2CCCCC2C=C1 (S)-2-(methylamino)-3-(5,6,7,8-tetrahydronaphthalen-2-yl)propanoic acid